1-((S)-2-(3-((2-((3S,4R)-3-fluoro-4-methoxypiperidin-1-yl)pyrimidin-4-yl)amino)-8-(3-((methylsulfonyl)methyl)azetidin-1-yl)isoquinolin-5-yl)pyrrolidin-1-yl)but-2-yn-1-one F[C@H]1CN(CC[C@H]1OC)C1=NC=CC(=N1)NC=1N=CC2=C(C=CC(=C2C1)[C@H]1N(CCC1)C(C#CC)=O)N1CC(C1)CS(=O)(=O)C